tert-butyl 8-((2-(3-((4-(dimethylphosphoryl)-2-methoxyphenyl)amino)prop-1-yn-1-yl)-3-(2,2,2-trifluoroethyl)benzo[b]thiophen-7-yl)amino)-3-azabicyclo[3.2.1]octane-3-carboxylate CP(=O)(C)C1=CC(=C(C=C1)NCC#CC1=C(C2=C(S1)C(=CC=C2)NC2C1CN(CC2CC1)C(=O)OC(C)(C)C)CC(F)(F)F)OC